ethylenedi(stearamide) C(CCCCCCCCCCCCCCCCCCC(=O)N)CCCCCCCCCCCCCCCCCC(=O)N